1-[7-[2-[1-[(4-Aminocyclohexyl)methyl]-4-piperidyl]ethynyl]-4-isoquinolyl]hexahydropyrimidine-2,4-dione NC1CCC(CC1)CN1CCC(CC1)C#CC1=CC=C2C(=CN=CC2=C1)N1C(NC(CC1)=O)=O